ClC1=CC=C(C=C1)C=1N=C2SC3=C(N2C1)C=CC(=C3)C(=O)NCCCN(CC)CC 2-(4-chlorophenyl)-N-(3-(diethylamino)propyl)benzo[d]imidazo[2,1-b]thiazole-7-carboxamide